tris(((Z)-1,1,1,2,2,3,3-heptafluoro-7,7-dimethyl-6-oxooct-4-en-4-yl)oxy)lanthanum FC(C(C(/C(=C/C(C(C)(C)C)=O)/O[La](O\C(\C(C(C(F)(F)F)(F)F)(F)F)=C/C(C(C)(C)C)=O)O\C(\C(C(C(F)(F)F)(F)F)(F)F)=C/C(C(C)(C)C)=O)(F)F)(F)F)(F)F